FC(C1=NC=CC(=C1)NC(=O)[NH-])(F)F ((2-(trifluoromethyl)pyridin-4-yl)carbamoyl)amide